4-(3-ethynylanilino)-7-methoxy-6-aminoquinazoline C(#C)C=1C=C(NC2=NC=NC3=CC(=C(C=C23)N)OC)C=CC1